(R)-6-(chroman-8-ylamino)-N-(1-methyl-2-carbonylpyrrolidin-3-yl)-8-(methylamino)imidazo[1,2-b]pyridazine-3-carboxamide O1CCCC2=CC=CC(=C12)NC=1C=C(C=2N(N1)C(=CN2)C(=O)N[C@H]2C(N(CC2)C)=C=O)NC